C[C@]1([C@@H](COC1)O)N1CCC(CC1)C1=C(C=C2C=NC(=NC2=C1)NC1=CC(=NN1C)C(F)(F)F)C |o1:1,2| (3S,4S) or (3R,4R)-4-methyl-4-[4-(6-methyl-2-{[1-methyl-3-(trifluoromethyl)-1H-pyrazol-5-yl]amino}quinazolin-7-yl)piperidin-1-yl]oxolan-3-ol